2-benzyl-4-methyl-4H-thiazolo[5',4':4,5]pyrrolo[2,3-d]pyridazin-5(6H)-one C(C1=CC=CC=C1)C=1SC2=C(N(C=3C(NN=CC32)=O)C)N1